(3-ethyl-2,3-dimethyl-3H-indol-5-yl)-nitrogen C(C)C1(C(=NC2=CC=C(C=C12)[N])C)C